2,3-dimethoxy-5-methyl-6-(3-methylbut-2-en-1-yl)-1,4-benzoquinone COC=1C(C(=C(C(C1OC)=O)C)CC=C(C)C)=O